8-(6-amino-5-((2-amino-3-chloropyridin-4-yl)thio)pyrazin-2-yl)-2-cyclopropyl-8-azaspiro[4.5]dec-2-en-1-amine hydrobromide salt Br.NC1=C(N=CC(=N1)N1CCC2(CC=C(C2N)C2CC2)CC1)SC1=C(C(=NC=C1)N)Cl